ClC=1C=C(C=C2C(=NN(C12)C1=CC(=CC=C1)OC(F)F)C(C)(C)O)C(=O)NC1(CS(C1)(=O)=O)C 7-chloro-1-(3-(difluoromethoxy)phenyl)-3-(2-hydroxypropan-2-yl)-N-(3-methyl-1,1-dioxidothietan-3-yl)-1H-indazole-5-carboxamide